FC1(CN(C1)CC1=C(C(=CC=C1)C1=CC=CC=C1)S(=O)(=O)NC1=NOC(=C1C)C)F ((3,3-difluoroazetidin-1-yl)methyl)-N-(4,5-dimethylisoxazol-3-yl)-[1,1'-biphenyl]-2-sulfonamide